FC1=C(C(=CC2=C1N=CS2)F)NC2=C1C(=NC=C2F)SC(=C1)C1C(NCCC1)C 4,6-difluoro-N-(5-fluoro-2-(2-methylpiperidin-3-yl)thieno[2,3-b]pyridin-4-yl)benzo[d]thiazol-5-amine